(Z)-2-((2-((1-ethyl-5-hydroxy-1H-indol-3-yl)methylene)-3-oxo-2,3-dihydrobenzofuran-6-yl)oxy)acetonitrile C(C)N1C=C(C2=CC(=CC=C12)O)\C=C\1/OC2=C(C1=O)C=CC(=C2)OCC#N